(4R)-4-[3-[3-[5-(2-azaspiro[3.4]octan-2-yl)pyrazin-2-yl]azetidin-1-yl]-3-oxo-propyl]oxazolidin-2-one C1N(CC12CCCC2)C=2N=CC(=NC2)C2CN(C2)C(CC[C@H]2NC(OC2)=O)=O